1-propylpiperazine C(CC)N1CCNCC1